tert-butyl (3RS)-3-{[4-(1H-pyrrolo[3,2-b]pyridin-2-yl)pyridin-3-yl]oxy}pyrrolidine-1-carboxylate N1C(=CC2=NC=CC=C21)C2=C(C=NC=C2)O[C@H]2CN(CC2)C(=O)OC(C)(C)C |r|